Cl.Cl.CN(C1=CC=CC=C1)C N,N-dimethyl-aniline dihydrochloride